CC1(COC1)COCCCCCCCCCC1OC1 3-methyl-3-(((9-(oxiran-2-yl)nonyl)oxy)methyl)oxetane